N=1N(C=CC1)N Diazole-2-amine